2-adamantan-1-yl-N'-hydroxyacetamidine C12(CC3CC(CC(C1)C3)C2)CC(=NO)N